CN(C1=CC=CC=C1)CC1=CC=C(C=C1)Cl N-methyl-N-p-chlorobenzyl-aniline